4-(Naphthalen-2-yl)benzene-2,3,5,6-d C1=C(C=CC2=CC=CC=C12)C1=C(C(=CC(=C1[2H])[2H])[2H])[2H]